2-(3-naphthyl)-3-(phenylseleno)benzofuran C1=CC(=CC2=CC=CC=C12)C=1OC2=C(C1[Se]C1=CC=CC=C1)C=CC=C2